NC1=NC=CC=C1C1=NC=2C(=NC(=CC2)C2=CC=CC=C2)N1C1=CC=C(C(=O)NCC#C)C=C1 4-(2-(2-aminopyridin-3-yl)-5-phenyl-3H-imidazo[4,5-b]pyridin-3-yl)-N-(prop-2-yn-1-yl)benzamide